IC1=CC(=NC=C1)S(=O)(=O)Cl 4-iodopyridine-2-sulfonyl chloride